N-(4-fluorophenyl)-1,1-cyclopropanedicarboxamide FC1=CC=C(C=C1)NC(=O)C1(CC1)C(=O)N